FC=1C(=NC(=CC1)C1CCOCC1)CC(=O)NN 2-(3-fluoro-6-(tetrahydro-2H-pyran-4-yl)pyridin-2-yl)acetohydrazide